3-chloro-6-phenylthiazolo[5,4-c]pyridazine ClC1=CC2=C(N=N1)SC(=N2)C2=CC=CC=C2